FC(S(=O)(=O)C=1C=C(C(=O)NCC2=NC=C3C=CC(=NC3=C2)C2=NC(=CC=C2)N2C[C@@H](O[C@@H](C2)C)C)C=C(C1)F)F 3-((difluoromethyl)sulfonyl)-N-((2-(6-((cis)-2,6-dimethylmorpholino)pyridin-2-yl)-1,6-naphthyridin-7-yl)methyl)-5-fluorobenzamide